1-(3-acetyl-benzyl)-N5-cyclopropyl-N3-methyl-2-oxo-1,2-dihydropyridine-3,5-dicarboxamide C(C)(=O)C=1C=C(CN2C(C(=CC(=C2)C(=O)NC2CC2)C(=O)NC)=O)C=CC1